BrC=1C=C(C=C(C1O)Br)C(=O)N1C2=C(SCC1)C=NN2C (3,5-dibromo-4-hydroxyphenyl)(1-methyl-5,6-dihydropyrazolo[4,3-b][1,4]thiazin-7(1H)-yl)methanone